diazo-1,2-benzoquinone [N+](=[N-])=C1C(C(C=CC1)=O)=O